2'-[1,3,4-thiadiazole-2,5-diylbis(dithio)]bis[4-dodecylphenol] S1C(=NN=C1SSC1=C(C=CC(=C1)CCCCCCCCCCCC)O)SSC1=C(C=CC(=C1)CCCCCCCCCCCC)O